(R)-2-(1-(4-cyclohexylthiophen-2-yl)cyclopropyl)-6-(2-hydroxy-2-(3'-(trifluoromethyl)-[1,1'-biphenyl]-3-yl)acetyl)-3,5,6,7,8,9-hexahydro-4H-pyrimido[5,4-c]azepin-4-one C1(CCCCC1)C=1C=C(SC1)C1(CC1)C=1NC(C=2CN(CCCC2N1)C([C@@H](C=1C=C(C=CC1)C1=CC(=CC=C1)C(F)(F)F)O)=O)=O